FC1=CC=C(C=C1)N1CCN(CC1)CC=1OC(=CC1)[N+](=O)[O-] 1-(4-fluorophenyl)-4-[(5-nitro-2-furyl)methyl]piperazine